4-benzyl-1H-pyrazole C(C1=CC=CC=C1)C=1C=NNC1